chlorophenylpyrimidine ClC1=NC(=NC=C1)C1=CC=CC=C1